3-{6-[(4-{2-[(R)-tetrahydrofuran-3-ylamino]-6-(m-cyanophenyl)-4-pyrimidinyl}-1H-1,2,3-triazol-1-yl)methyl]-2-pyridinyl}propanoic acid O1C[C@@H](CC1)NC1=NC(=CC(=N1)C=1N=NN(C1)CC1=CC=CC(=N1)CCC(=O)O)C1=CC(=CC=C1)C#N